methyl 4-(2-methoxy-5-(methylsulfonyl) phenyl)-6-methylnicotinate COC1=C(C=C(C=C1)S(=O)(=O)C)C1=CC(=NC=C1C(=O)OC)C